5-(4,4,5,5-tetramethyl-1,3,2-dioxaborolan-2-yl)quinolin-7-ol CC1(OB(OC1(C)C)C1=C2C=CC=NC2=CC(=C1)O)C